[K+].[K+].[K+].C(CN(CC(=O)[O-])CC(=O)[O-])N(CC(=O)O)CC(=O)[O-] ethylenediaminetetraacetic acid, tripotassium salt